FC(C(C)(C)O)(F)C=1C(=C(C=CC1)[C@@H](C)NC1=NC(=NC2=CC(=C(C=C12)OCCOC)C#N)C)F (R)-4-((1-(3-(1,1-difluoro-2-hydroxy-2-methylpropyl)-2-fluorophenyl)ethyl)amino)-6-(2-methoxyethoxy)-2-methylquinazoline-7-carbonitrile